ClC=1C=C2C=C(N(C2=CC1)CCCS(=O)(=O)C)CN1C(N(C2=C1C=NC=C2)CC(F)(F)F)=O 3-({5-CHLORO-1-[3-(METHYLSULFONYL)PROPYL]-1H-INDOL-2-YL}METHYL)-1-(2,2,2-TRIFLUOROETHYL)-1,3-DIHYDRO-2H-IMIDAZO[4,5-C]PYRIDIN-2-ONE